2-(2-(6-methoxy-2,3-dihydro-1H-xanthen-4-yl)vinyl)-4H-selenochromen COC=1C=C2OC3=C(CCCC3=CC2=CC1)C=CC=1[Se]C2=CC=CC=C2CC1